1-((2R,3S,4R)-4-((tert-butyldimethylsilyl)oxy)-3-fluoro-5,5-bis(hydroxymethyl)tetrahydrofuran-2-yl)-5-fluoropyrimidine-2,4(1H,3H)-dione [Si](C)(C)(C(C)(C)C)O[C@H]1[C@@H]([C@@H](OC1(CO)CO)N1C(NC(C(=C1)F)=O)=O)F